CC[N+](=C1C=CC2=C(C=C(OC2=C1)C(C)(C)C)/C=C/C=C/3\\C(C4=C(N3CCCCCC(=O)O)C=CC(=C4)S(=O)(=O)[O-])(C)C)CCCS(=O)(=O)[O-] The molecule is an anionic C3 cyanine-type compound having indoleinine and chromenylium substituents at either end. It has a role as a fluorochrome.